C1(CC1)[C@H](C(C)(C)O)N1C(C2=C(C=CC=C2C1)C1=CC=C(C=C1)C1=C(C(=NO1)CO)C)=O 2-[(1R)-1-cyclopropyl-2-hydroxy-2-methyl-propyl]-7-[4-[3-(hydroxymethyl)-4-methyl-isoxazol-5-yl]phenyl]isoindolin-1-one